NC1=NC=CC=C1C1=NC=2C(=NC(=CC2)C2=CC=CC=C2)N1C1=CC=C(CNC2=NC=CC(=C2)Br)C=C1 N-(4-(2-(2-aminopyridin-3-yl)-5-phenyl-3H-imidazo[4,5-b]pyridin-3-yl)benzyl)-4-bromopyridin-2-amine